6-(2-bromoethyl)benzo[d][1,3]dioxan-5-formaldehyde BrCCC1=C(C2=C(OCOC2)C=C1)C=O